1-[(3-amino-2-fluoro-phenyl)methylsulfonyl]piperidin-4-one NC=1C(=C(C=CC1)CS(=O)(=O)N1CCC(CC1)=O)F